C(OC)(OCC(F)F)=O methyl 2,2-difluoroethyl carbonate